[Si](C1=CC=CC=C1)(C1=CC=CC=C1)(C(C)(C)C)OC1=C(C=C(C=C1)Cl)C1=C2C(=NC=C1)C(=CN2C(=O)OC(C)(C)C)C(=O)OC 1-(tert-butyl) 3-methyl 7-(2-((tert-butyldiphenylsilyl)oxy)-5-chlorophenyl)-1H-pyrrolo[3,2-b]pyridine-1,3-dicarboxylate